tert-butyl N-[[(2R)-morpholin-2-yl]methyl]carbamate N1C[C@@H](OCC1)CNC(OC(C)(C)C)=O